7-methoxy-3-[1-(2,2,3,3,3-pentafluoropropyl)-1H-pyrazol-4-yl]-2-(trifluoromethyl)-4H-pyrazino[1,2-a]pyrimidin-4-one COC=1N=CC=2N(C(C(=C(N2)C(F)(F)F)C=2C=NN(C2)CC(C(F)(F)F)(F)F)=O)C1